N[C@H](C1=NC2=C(N1)C=C(C=C2)[C@@H](C)NC(CCC(F)(F)F)=O)C2CCC(CC2)(F)F N-((R)-1-(2-((s)-amino(4,4-difluorocyclohexyl)methyl)-1H-benzo[d]imidazol-6-yl)ethyl)-4,4,4-trifluorobutanamide